BrC=1C(=CC(=NC1)NC(=O)C1=CC=C(C=C1)C1=C(C=C(C=C1)C1=NOC(=N1)C)Cl)OCCN(C)C N-(5-Bromo-4-(2-(dimethylamino)ethoxy)pyridin-2-yl)-2'-chloro-4'-(5-methyl-1,2,4-oxadiazol-3-yl)-[1,1'-biphenyl]-4-carboxamid